2-(4,10-bis(2-(allyloxy)-2-oxoethyl)-7-glycyl-1,4,7,10-tetraazacyclododecane-1-yl)acetic acid C(C=C)OC(CN1CCN(CCN(CCN(CC1)C(CN)=O)CC(OCC=C)=O)CC(=O)O)=O